hexadecyl(2-hydroxyethyl)dimethyl-ammonium C(CCCCCCCCCCCCCCC)[N+](C)(C)CCO